OC1(CC(C1)C(=O)N1CC2(C1)CC(C2)C2=CC(=C(C=C2)C)OC(F)(F)F)C ((1s,3s)-3-hydroxy-3-methylcyclobutyl)(6-(4-methyl-3-(trifluoromethoxy)phenyl)-2-azaspiro[3.3]hept-2-yl)methanone